2-{3-[(2R,6S)-2,6-Dimethylmorpholin-4-carbonyl]-5,6-dihydrocyclopenta[c]pyrazol-1(4H)-yl}-1-[4-(2-fluoro-3-methoxyphenyl)piperazin-1-yl]ethan-1-on C[C@@H]1CN(C[C@@H](O1)C)C(=O)C=1C2=C(N(N1)CC(=O)N1CCN(CC1)C1=C(C(=CC=C1)OC)F)CCC2